sulfanone hydrochloride Cl.S=O